OCCNC(=O)C=1SC2=C(C1C1CN(CCO1)S(=O)(=O)C1=CC=CC=C1)C=CC=C2 N-(2-hydroxyethyl)-3-[4-(phenylsulfonyl)-2-morpholinyl]-1-benzothiophene-2-carboxamide